C(C)SN1C(=NC=2C=C(C=NC21)I)C(=O)Cl 3-(ethylthio)-6-iodoimidazopyridine-2-carboxylic acid chloride